ClC1=C2C=CN(C2=CC=C1)C(=O)[O-] 4-chloro-indole-1-carboxylate